FC(OC1=NC=CC(=C1)C1=NOC(=N1)[C@@H]1C(C12CCN(CC2)S(=O)(=O)N)(F)F)F (2R)-2-{3-[2-(difluoromethoxy)pyridin-4-yl]-1,2,4-oxadiazol-5-yl}-1,1-difluoro-6-azaspiro[2.5]octane-6-sulfonamide